(S)-1-phenyl-2-((triisopropylsilyl)oxy)ethan-1-ol C1(=CC=CC=C1)[C@@H](CO[Si](C(C)C)(C(C)C)C(C)C)O